OCC1=CC(=NC=C1)C(=O)N[C@@H]1CCC2=CC(=CC=C12)C1=NOC(=N1)COC (R)-4-(hydroxymethyl)-N-(5-(5-(methoxymethyl)-1,2,4-oxadiazol-3-yl)-2,3-dihydro-1H-inden-1-yl)picolinamide